N[C@@H]1C(C2=C(NC=C(C=C2CC2=CC=C(C=C2)Cl)C2=NN=C(O2)C2(CCNCC2)C#N)S(C1)(=O)=O)=O 4-[5-[(3R)-3-amino-5-[(4-chlorophenyl)methyl]-1,1,4-trioxo-2,3-dihydro-l-6,5-benzothiazepin-7-yl]-1,3,4-oxadiazol-2-yl]piperidine-4-carbonitrile